N-(3-(1-methyl-1H-pyrazol-4-yl)quinoxalin-6-yl)-2-oxo-2-(2-phenyl-1H-indol-3-yl)acetamide CN1N=CC(=C1)C=1C=NC2=CC=C(C=C2N1)NC(C(C1=C(NC2=CC=CC=C12)C1=CC=CC=C1)=O)=O